C1(=CC=CC=C1)S(=O)(=O)[C@@H]1[C@H]2C(C/C(/[C@@H](C1)N2CC2=CC=CC=C2)=N/O)C(F)(F)F N-((1R,2Z,5R,6S)-6-(benzenesulfonyl)-8-benzyl-4-(trifluoromethyl)-8-azabicyclo[3.2.1]octan-2-ylidene)hydroxylamine